COC(=O)C1(CCCCC1)C (1R,2S)-2-(methoxycarbonyl)-2-methylcyclohexane